COC1=C(C=CC=C1)[C@H](CN1C(N(C(C2=C1SC(=C2C)C=2OC=CN2)=O)C(C(N2CCCCC2)=O)(C)C)=O)OC(C)C 1-[(2R)-2-(2-methoxyphenyl)-2-(prop-2-yloxy)ethyl]-5-methyl-3-[2-methyl-1-oxo-1-(piperidin-1-yl)prop-2-yl]-6-(1,3-oxazol-2-yl)-1H,2H,3H,4H-thieno[2,3-d]pyrimidine-2,4-dione